C(CCCCC)NC1=NC(N([C@H]2C[C@H](O)[C@@H](CO)O2)C=C1)=O N4-hexyl-2'-deoxycytidine